butyl (S)-3-(3-amino-5-(3-bromophenyl)thiophene-2-carboxamido)piperidine-1-carboxylate NC1=C(SC(=C1)C1=CC(=CC=C1)Br)C(=O)N[C@@H]1CN(CCC1)C(=O)OCCCC